7-iodo-3-morpholino-thieno[2,3-c]Pyridine-2-carboxylic acid ethyl ester C(C)OC(=O)C1=C(C=2C(=C(N=CC2)I)S1)N1CCOCC1